(E)-4-(4-(4-(diphenylamino)benzoyl)benzyloxy)benzaldehyde-O-acetyloxime C(C)(=O)O\N=C\C1=CC=C(C=C1)OCC1=CC=C(C=C1)C(C1=CC=C(C=C1)N(C1=CC=CC=C1)C1=CC=CC=C1)=O